NC(CC(=O)O)C(CC)N β,γ-diaminohexanoic acid